OCC1=CC=CC(=N1)C(=O)N(C1=CC=C(C=C1)C)C 6-(hydroxymethyl)-N-methyl-N-(p-tolyl)pyridinecarboxylic acid amide